CC1=C(N=CO1)C(N)=N 5-methyl-oxazole-4-carboximidamide